CN(C)C[C@@H]1[C@H](C1)C#CC=1C(=C(C(=CC1)O)N1CC(NS1(=O)=O)=O)F |o1:4,5| rel-5-(3-(((1S,2S)-2-((dimethylamino)methyl)cyclopropyl)ethynyl)-2-fluoro-6-hydroxyphenyl)-1,2,5-thiadiazolidin-3-one 1,1-dioxide